BrC1OC2=C(C(C1)C)C=CC=C2 bromo-4-methyl-3,4-dihydro-2H-1-benzopyran